CCCCCCCCCCCCCCC/C=C/C(=O)O The molecule is an octadecenoic acid with the double bond at position 2. It is an octadecenoic acid and an alpha,beta-unsaturated monocarboxylic acid. It derives from a hydride of an octadec-2-ene.